2,4-difluoro-6-hydroxybenzaldehyde FC1=C(C=O)C(=CC(=C1)F)O